BrC1=NN=C(O1)N 5-bromo-1,3,4-oxadiazole-2-amine